[Na].NC1=NNC(=C1)O 3-amino-5-hydroxypyrazole sodium